1-(1-(2-(4-fluoropiperidin-1-yl)-4-(trifluoromethyl)benzyl)-1,8-diazaspiro[4.5]decane-8-carbonyl)-1H-pyrazole-3-carboxylic acid FC1CCN(CC1)C1=C(CN2CCCC23CCN(CC3)C(=O)N3N=C(C=C3)C(=O)O)C=CC(=C1)C(F)(F)F